O=C1N([C@H](CC1)[C@H](C(F)(F)F)O)C1=CC(=C(C#N)C=C1)C(F)(F)F 4-((R)-2-oxo-5-((R)-2,2,2-trifluoro-1-hydroxyethyl)pyrrolidin-1-yl)-2-(trifluoromethyl)benzonitrile